FC1=C(C=C2CC(C(C2=C1)NC(O[C@@H]1CN2CCC1CC2)=O)(C)C)C2=CC(=CC=C2)C(C)C (S)-quinuclidin-3-yl (6-fluoro-5-(3-isopropylphenyl)-2,2-dimethyl-2,3-dihydro-1H-inden-1-yl)carbamate